6-acetyl-8-cyclopentyl-2-((2-methoxy-4-(4-methylpiperazin-1-yl)phenyl)amino)-5-methylpyrido[2,3-d]pyrimidine C(C)(=O)C1=C(C2=C(N=C(N=C2)NC2=C(C=C(C=C2)N2CCN(CC2)C)OC)N(C1)C1CCCC1)C